[Si](C)(C)(C(C)(C)C)OCCOC1=CC(=CN=N1)CO (6-(2-((Tert-Butyldimethylsilyl)oxy)ethoxy)pyridazin-4-yl)methanol